N-{4-[2-(2-chloro-4-fluorophenyl)acetamido]pyridin-2-yl}acetamide ClC1=C(C=CC(=C1)F)CC(=O)NC1=CC(=NC=C1)NC(C)=O